O[C@H]1[C@@H](O)[C@@H](O)[C@H](O)[C@H](O1)C β-D-rhamnose